ethyl 5-(4-bromo-2-nitrophenyl)-1-methyl-1H-pyrazole-4-carboxylate BrC1=CC(=C(C=C1)C1=C(C=NN1C)C(=O)OCC)[N+](=O)[O-]